FC=1C=C(C=CC1N1CCOCC1)N1C(O[C@H](C1)CNC(C)=O)=O (S)-N-((3-(3-fluoro-4-morpholinophenyl)-2-oxooxazolidin-5-yl)methyl)acetamide